C1=CC(=CC=C1NC(=S)N)Cl N-(4-chlorophenyl)thiourea